O1CCC(CC1)CC(=O)N1CC2=CC(=CC=C2CC1)OC1=CC=C(C=C1)C(F)(F)F 2-(tetrahydro-2H-pyran-4-yl)-1-(7-(4-(trifluoro-methyl)phenoxy)-3,4-dihydroisoquinolin-2(1H)-yl)ethan-1-one